C(C1=CC=CC=C1)NC1=C2C(=NC(=C1)N1C(=CC=3C(=CC=CC13)C(=O)N)C)N(C(=C2)C)CC(=O)N2CCOCC2 1-[4-(Benzylamino)-2-methyl-1-[2-(morpholin-4-yl)-2-oxoethyl]-1H-pyrrolo[2,3-b]pyridin-6-yl]-2-methyl-1H-indole-4-carboxamide